3,3'-dimethyl-biphenyl 2-methoxyethyl-(1S,2R,5R)-3-((4-((6-chlorobenzo[d]-oxazol-2-yl)oxy)-3-fluorophenyl)-sulfonyl)-2-(hydroxycarbamoyl)-3,8-diazabicyclo-[3.2.1]octane-8-carboxylate COCCOC(=O)N1[C@@H]2[C@@H](N(C[C@H]1CC2)S(=O)(=O)C2=CC(=C(C=C2)OC=2OC1=C(N2)C=CC(=C1)Cl)F)C(NO)=O.CC=1C=C(C=CC1)C1=CC(=CC=C1)C